C1(=CC=CC=C1)N(C1=CC=CC=C1)C1=CC(=C(C=C1)N)C(C(F)(F)F)=O 4-(N,N-diphenylamino)trifluoroacetyl-benzeneamine